Cl.C(CC)S(=O)(=O)N propane-1-sulfonamide monohydrochloride salt